Diethyl 1-[2-(3-chloro-4-methylphenyl)-2-oxoethyl]-4-(trifluoromethyl)-1H-pyrazole-3,5-dicarboxylate ClC=1C=C(C=CC1C)C(CN1N=C(C(=C1C(=O)OCC)C(F)(F)F)C(=O)OCC)=O